2-((4-(3-fluoro-2-methylphenyl)-1-oxo-1,2-dihydroisoquinolin-7-yl)oxy)acetonitrile FC=1C(=C(C=CC1)C1=CNC(C2=CC(=CC=C12)OCC#N)=O)C